CN1N=C2N(C=3C=C(SC3C2=C1)C(=O)O)CCC(C(F)(F)F)(C)C 10-methyl-7-(4,4,4-trifluoro-3,3-dimethylbutyl)-3-thia-7,9,10-tri-azatricyclo[6.3.0.02,6]undeca-1(11),2(6),4,8-tetraene-4-carboxylic acid